(4R)-4-[3-[3-[6-[3-hydroxy-3-(trifluoromethyl)azetidin-1-yl]-3-pyridinyl]azetidin-1-yl]-3-oxo-propyl]oxazolidin-2-one OC1(CN(C1)C1=CC=C(C=N1)C1CN(C1)C(CC[C@H]1NC(OC1)=O)=O)C(F)(F)F